5-norbornen-2-yl(ethyl)-1,1,3,3-tetramethyldisiloxane C12C(CC(C=C1)C2)[Si](O[Si](C)(C)CC)(C)C